(Z)-2-(6-fluoro-1H-indol-3-yl)-3-(4-methoxypyridin-3-yl)acrylonitrile FC1=CC=C2C(=CNC2=C1)/C(/C#N)=C/C=1C=NC=CC1OC